N1(CCOCC1)NC(=O)C=1N=C(N(C1C)C1=CC=C(C=C1)C#CCCCO)C1=C(C=C(C=C1)Cl)Cl 2-(2,4-Dichloro-phenyl)-1-[4-(5-hydroxy-pent-1-ynyl)-phenyl]-5-methyl-1H-imidazole-4-carboxylic acid morpholin-4-ylamide